FC(C(=O)OC1=C(C=C2CCN(C(C2=C1)CCC1=CNC2=CC=C(C=C12)OC)C(=O)N1CCOCC1)OC)(F)F 6-methoxy-1-(2-(5-methoxy-1H-indol-3-yl)ethyl)-2-(morpholin-4-carbonyl)-1,2,3,4-tetrahydroisoquinolin-7-yl 2,2,2-trifluoroacetate